3,7,11,15-tetramethyl-hexadecane CC(CC)CCCC(CCCC(CCCC(C)C)C)C